OC(C(C=O)C)C 3-hydroxy-2-methylbutan-1-one